NC([C@H](CO)NC(C(CC)(C1=CC=C(C=C1)CC)NC(=O)C=1C=NN2C1N[C@H](CC2(C)C)C2=CC=CC=C2)=O)=O (5R)-N-(1-(((2S)-1-Amino-3-hydroxy-1-oxopropan-2-yl)amino)-2-(4-ethylphenyl)-1-oxobutan-2-yl)-7,7-dimethyl-5-phenyl-4,5,6,7-tetrahydropyrazolo[1,5-a]pyrimidine-3-carboxamide